C(C)O[SiH](CCCN)OCC 3-(diethoxysilyl)propylamine